1-(7Z,10Z,13Z,16Z-docosatetraenoyl)-2-(5Z,8Z,11Z,14Z-eicosatetraenoyl)-glycero-3-phospho-(1'-sn-glycerol) CCCCC/C=C\C/C=C\C/C=C\C/C=C\CCCCCC(=O)OC[C@H](COP(=O)(O)OC[C@H](CO)O)OC(=O)CCC/C=C\C/C=C\C/C=C\C/C=C\CCCCC